N,N-diphenyl-benzamide methyl-(2E)-3-{4-[2-(4-{methyl[2-(4-methylbenzenesulfonamido)ethyl]amino}phenyl)ethynyl]phenyl}prop-2-enoate COC(\C=C\C1=CC=C(C=C1)C#CC1=CC=C(C=C1)N(CCNS(=O)(=O)C1=CC=C(C=C1)C)C)=O.C1(=CC=CC=C1)N(C(C1=CC=CC=C1)=O)C1=CC=CC=C1